N1CN=CC2=C1N=CC=C2 dihydropyrido[2,3-d]pyrimidin